8-(2-chloro-5-fluoropyrimidin-4-yl)-5-oxa-8-azaspiro[2.6]nonane ClC1=NC=C(C(=N1)N1CCOCC2(CC2)C1)F